bis(2,3-epoxypropyl) cyclohex-4-ene-1,2-dicarboxylate C1(C(CC=CC1)C(=O)OCC1CO1)C(=O)OCC1CO1